3-(3-(difluoromethoxy)phenyl)-1-(2-methyl-3-oxobutan-2-yl)-1H-pyrazolo[4,3-b]pyridine-6-carboxylic acid FC(OC=1C=C(C=CC1)C1=NN(C=2C1=NC=C(C2)C(=O)O)C(C)(C(C)=O)C)F